ClCC1=C(C(OC2=CC(=CC=C12)CN(C(O)=O)C)=O)CC1=C(C(=NC=C1)NS(NC)(=O)=O)F.CN(CCOC=1C=C(N)C=CC1)C 3-(2-(dimethylamino)ethoxy)aniline 4-(chloromethyl)-3-((3-fluoro-2-((N-methylsulfamoyl)amino)pyridin-4-yl)methyl)-2-oxo-2H-chromen-7-yl-dimethylcarbamate